ethyl 3-[1-(3-hydroxypropyl)-4-methyl-1H-benzotriazol-5-yl]-3-(4-methyl-3-{[6-(2-nitrophenoxy)-2,2-dioxo-2H-1,2λ6,3-benzoxathiazin-3(4H)-yl]methyl}phenyl)propanoate OCCCN1N=NC2=C1C=CC(=C2C)C(CC(=O)OCC)C2=CC(=C(C=C2)C)CN2S(OC1=C(C2)C=C(C=C1)OC1=C(C=CC=C1)[N+](=O)[O-])(=O)=O